(5S,6R)-5-hydroxy-6-((S)-5H-imidazo[5,1-a]isoindol-5-yl)-5,6,7,8-tetrahydronaphthalene-2-sulfonamide O[C@@H]1C=2C=CC(=CC2CC[C@@H]1[C@@H]1N2C(C3=CC=CC=C13)=CN=C2)S(=O)(=O)N